5-ethynyl-1H-pyrazole C(#C)C1=CC=NN1